3-chloro-N-((3aR,5s,6aS)-2-(5-(3-cyano-6-methoxypyrazolo[1,5-a]pyridin-4-yl)pyridin-2-yl)-5-methyloctahydro-cyclopenta[c]pyrrol-5-yl)picolinamide ClC=1C(=NC=CC1)C(=O)NC1(C[C@@H]2[C@@H](CN(C2)C2=NC=C(C=C2)C=2C=3N(C=C(C2)OC)N=CC3C#N)C1)C